ethyl 2-(2-((5-(3-(aminomethyl)phenyl)benzofuran-3-yl)methoxy)-4-carbamoylphenyl)acetate NCC=1C=C(C=CC1)C=1C=CC2=C(C(=CO2)COC2=C(C=CC(=C2)C(N)=O)CC(=O)OCC)C1